C(CCC(=O)OC1=CC=C(C=C1)C(=O)OC1=C(C=C(C=C1)CC1OC1)OC)(=O)OC1=CC=C(C=C1)C(=O)OC1=C(C=C(C=C1)CC1OC1)OC bis(4-((2-methoxy-4-(oxiran-2-ylmethyl) phenoxy) carbonyl) phenyl) succinate